(2-(2,6-dioxopiperidin-3-yl)-1-oxoisoindolin-5-yl)spiro[indoline-2,3'-oxetane]-1-carboxamide O=C1NC(CCC1N1C(C2=CC=C(C=C2C1)C1OCC12N(C1=CC=CC=C1C2)C(=O)N)=O)=O